O1CCCC2=C1C=CC(=C2)C(CO)O (3,4-dihydro-1-benzopyran-6-yl)-1,2-ethanediol